[2-[[(2R)-2-[[(2R)-2-amino-3-phenyl-propionyl]amino]-7,7,7-trifluoro-heptanoyl]amino]hexanoyl]piperidine-4-carboxylic acid trifluoroacetate FC(C(=O)O)(F)F.N[C@@H](C(=O)N[C@@H](C(=O)NC(C(=O)N1CCC(CC1)C(=O)O)CCCC)CCCCC(F)(F)F)CC1=CC=CC=C1